BrC1=CC=C(C=C1)C(=C1C=2C=C3C=CC=CC3=CC2C(C2=CC3=CC=CC=C3C=C12)=C=O)C1=CC=C(C=C1)Br 6-bis(4-bromophenyl)methylene-13-carbonylpentacene